10-[11C]-methoxy-N-(pyridin-3-yl)-7-thia-2,5-diazatricyclo[6.4.0.02,6]dodeca-1(12),3,5,8,10-pentaene-4-carboxamide [11CH3]OC=1C=C2SC3=NC(=CN3C2=CC1)C(=O)NC=1C=NC=CC1